CC1(OB(OC1(C)C)C=1C=CC(=NC1)N1CCN(CC1)C(=O)OC(C)(C)C)C tert-butyl 4-(5-(4,4,5,5-tetramethyl-1,3,2-dioxaborolane-2-yl)pyridine-2-yl)piperazine-1-carboxylate